C(C)N(CC(O)C1=CNC2=NC=C(C=C21)OC)CC 2-(diethylamino)-1-(5-methoxy-1H-pyrrolo[2,3-b]pyridin-3-yl)ethan-1-ol